N[C@@H]1COCC=2NC(C=3C=C(C(=CC3C21)F)F)=O (S)-1-amino-8,9-difluoro-1,5-dihydro-2H-pyrano[3,4-c]isoquinolin-6(4H)-one